1,2-bis([2,2'-bipyridyl]-6-yloxy)ethane N1=C(C=CC=C1OCCOC1=CC=CC(=N1)C1=NC=CC=C1)C1=NC=CC=C1